BrC=1C=C(C=CC1)C#CC1COC1 3-((3-bromophenyl)ethynyl)oxetane